C(C)(C)(C)C=1C=CC(=C(C1)N1N=C2C(=N1)C=CC(=C2)NC(C(=C)C)=O)O N-(2-(5-(tert-butyl)-2-hydroxyphenyl)-2H-benzo[d][1,2,3]triazol-5-yl)methacrylamide